dibenzyl-(2-(diphenylmethylene)-6-methoxy-2,3-dihydrobenzofuran-3-yl)phosphine oxide C(C1=CC=CC=C1)P(C1C(OC2=C1C=CC(=C2)OC)=C(C2=CC=CC=C2)C2=CC=CC=C2)(CC2=CC=CC=C2)=O